1-bromo-3-chloroisoquinoline BrC1=NC(=CC2=CC=CC=C12)Cl